4-isopropylbenzene-dibenzothiophene salt C1=CC=CC=2SC3=C(C21)C=CC=C3.C(C)(C)C3=CC=CC=C3